1-(5-(3-(cyclopropylmethyl)-4-oxo-3,4-dihydroquinazolin-6-yl)benzo[d]thiazol-2-yl)-3-(4-fluorophenyl)urea C1(CC1)CN1C=NC2=CC=C(C=C2C1=O)C=1C=CC2=C(N=C(S2)NC(=O)NC2=CC=C(C=C2)F)C1